NC1=C(C=C(C=N1)C=1C=C2N(N1)CC[C@]21CN(CC1)C(=O)OC(C)(C)C)O[C@H](C)C1=C(C=CC=C1F)F tert-butyl (3R)-2'-{6-amino-5-[(1R)-1-(2,6-difluorophenyl)ethoxy]pyridin-3-yl}-5',6'-dihydrospiro[pyrrolidine-3,4'-pyrrolo[1,2-b]pyrazole]-1-carboxylate